(1-(2-bromo-5-methoxy-4-nitrophenyl)piperidin-4-yl)(morpholino)methanone BrC1=C(C=C(C(=C1)[N+](=O)[O-])OC)N1CCC(CC1)C(=O)N1CCOCC1